OCC1=NC=C(C=N1)OCC(=O)OC(C)(C)C Tert-butyl 2-((2-(hydroxymethyl)pyrimidin-5-yl)oxy)acetate